1-(2,2-bis(4-methylphenyl)vinyl)tetrahydro-1H-thiophen-1-ium triflate [O-]S(=O)(=O)C(F)(F)F.CC1=CC=C(C=C1)C(=C[S+]1CCCC1)C1=CC=C(C=C1)C